3-[4-(oxacyclohex-4-yl)phenyl]propanoic acid O1CCC(CC1)C1=CC=C(C=C1)CCC(=O)O